C(C)OC=1N=C(SC1C(=O)O)C1=CC=2N(C=C1)N=CC2C=2C(=NN(C2C)C(C)C)C 4-ethoxy-2-[3-(1-isopropyl-3,5-dimethyl-pyrazol-4-yl)pyrazolo[1,5-a]pyridin-5-yl]thiazole-5-carboxylic acid